N-(CYCLOPROPYLMETHYL)-2-(3-FORMYLPIPERIDIN-1-YL)ACETAMIDE C1(CC1)CNC(CN1CC(CCC1)C=O)=O